NC=1C=C(C(=O)NCCC(F)(F)F)C=CC1N 3,4-diamino-N-(3,3,3-trifluoropropyl)benzamide